(R)-6-(2-(3-chlorophenyl)-2-hydroxyacetyl)-2-(1-(3-(cyclopent-1-en-1-yl)phenyl)cyclopropyl)-5,6,7,8-tetrahydropyrido[4,3-d]pyrimidin-4(3H)-one ClC=1C=C(C=CC1)[C@H](C(=O)N1CC2=C(N=C(NC2=O)C2(CC2)C2=CC(=CC=C2)C2=CCCC2)CC1)O